4-(pyridin-2-yl)morpholinone N1=C(C=CC=C1)N1C(COCC1)=O